N1(CCNCC1)CC1=C(C=C(C=C1)C(F)(F)F)C=1SC=CC1C(=O)O 2-(2-(piperazin-1-ylmethyl)-5-(trifluoromethyl)phenyl)thiophene-3-carboxylic acid